N[C@@H]1C[C@@H](OC[C@@H]1F)C(=O)N1[C@H](C2=CC=CC=C2CC1)C1=CC=C(C=C1)F ((2R,4R,5R)-4-amino-5-fluorotetrahydro-2H-pyran-2-yl)((S)-1-(4-fluorophenyl)-3,4-dihydroisoquinolin-2(1H)-yl)methanone